2-(benzyloxy)-5-bromo-3-methoxypyrazine C(C1=CC=CC=C1)OC1=NC=C(N=C1OC)Br